(S)-6-chloro-2-(3-(1-hydroxy-2-methoxyethyl)-1H-1,2,4-triazol-5-yl)-3-(1H-imidazol-1-yl)-5-methoxy-1-methyl-1H-indole-7-carbonitrile ClC1=C(C=C2C(=C(N(C2=C1C#N)C)C1=NC(=NN1)[C@@H](COC)O)N1C=NC=C1)OC